6-((2R,4S)-2-(1-cyclopropyl-1H-pyrazol-4-yl)tetrahydro-2H-pyran-4-yl)-8-(2-fluoro-4-(trifluoromethyl)phenyl)-2,3-dimethylquinazolin-4(3H)-one C1(CC1)N1N=CC(=C1)[C@@H]1OCC[C@@H](C1)C=1C=C2C(N(C(=NC2=C(C1)C1=C(C=C(C=C1)C(F)(F)F)F)C)C)=O